(S)-N-(2-chloro-3-(5-chloro-6-(3-methoxy-4-((((5-oxopyrrolidin-2-yl)methyl)amino)methyl)phenyl)pyrimidin-4-yl)phenyl)-1,3-dimethyl-2,4-dioxo-1,2,3,4-tetrahydropyrimidine-5-carboxamide ClC1=C(C=CC=C1C1=NC=NC(=C1Cl)C1=CC(=C(C=C1)CNC[C@H]1NC(CC1)=O)OC)NC(=O)C=1C(N(C(N(C1)C)=O)C)=O